ethyl 2-(5-isopropoxy-2-methoxyphenyl)acetate C(C)(C)OC=1C=CC(=C(C1)CC(=O)OCC)OC